5-fluoro-7-(4,4,5,5-tetramethyl-1,3,2-dioxaborolan-2-yl)spiro[benzo[b][1,4]oxazine-2,1'-cyclopropan]-3(4H)-one FC1=CC(=CC=2OC3(CC3)C(NC21)=O)B2OC(C(O2)(C)C)(C)C